CC(C)=[N-] propane-2-ylidenamide